3-benzyl-1-(trans-4-((5-cyanopyridin-2-yl)amino)cyclohexyl)-1-(4-(1-methyl-2-oxo-1,2-dihydropyridin-3-yl)phenyl)urea C(C1=CC=CC=C1)NC(N(C1=CC=C(C=C1)C=1C(N(C=CC1)C)=O)[C@@H]1CC[C@H](CC1)NC1=NC=C(C=C1)C#N)=O